C(#CC)C1=C(C)C(=CC(=C1)C#CC)C#CC 2,4,6-tripropynyltoluene